alpha-mercaptopropanol SC(CC)O